4-[4-Bromo-3-hydroxy-8-(4-trifluoromethoxy-phenyl)-quinolin-2-yl]-4-oxo-butyric acid ethyl ester C(C)OC(CCC(=O)C1=NC2=C(C=CC=C2C(=C1O)Br)C1=CC=C(C=C1)OC(F)(F)F)=O